ClC=1C=C(C=CC1F)NC1=NC=NC2=CC(=C(C=C12)NC(\C=C\CN1CCC(CC1)N1CCN(CC1)CCCCCCOC1=C2CN(C(C2=CC=C1)=O)C1C(NC(CC1)=O)=O)=O)OC (E)-N-(4-((3-chloro-4-fluorophenyl)amino)-7-methoxyquinazolin-6-yl)-4-(4-(4-(6-((2-(2,6-dioxopiperidin-3-yl)-1-oxoisoindolin-4-yl)oxy)hexyl)piperazin-1-yl)piperidin-1-yl)but-2-enamide